C(CCCC)OC=1C(=CC2=C3C=C(C=C(C3=C3C=CC4=C(N=C(S4OCCCCC)OCCCCC)C3=C2C1)C1=CC=C(C#N)C=C1)OCCCCC)OCCCCC 4-(2,3,6,11,12-pentakis(pentyloxy)triphenyleno[1,2-d]thiazol-8-yl)benzonitrile